2-(4-cyano-2-methoxy-phenoxy)-N-[3-(methylsulfonimidoyl)phenyl]-5-(trifluoromethyl)pyridine-3-carboxamide C(#N)C1=CC(=C(OC2=NC=C(C=C2C(=O)NC2=CC(=CC=C2)S(=O)(=N)C)C(F)(F)F)C=C1)OC